N1=CC=C(C2=CC=CC=C12)N[C@H]1CN(CC1)C(=O)OC(C)(C)C tert-butyl (R)-3-(quinolin-4-ylamino)pyrrolidine-1-carboxylate